ethyl (E)-3-(4-bromophenyl)-2-methylacrylate BrC1=CC=C(C=C1)/C=C(/C(=O)OCC)\C